[Pt+2].C1(=CC=CC=C1)C(CC(=O)C1=CC=CC=C1)=O.C1(=CC=CC=C1)C(CC(=O)C1=CC=CC=C1)=O bis(1,3-diphenyl-1,3-propanedione) platinum (II)